bis-(2,4-difluorophenyl)-4,4',5,5'-tetrakis-(3-methoxyphenyl)-biimidazole FC1=C(C=CC(=C1)F)C1(N=C(C(=N1)C1=CC(=CC=C1)OC)C1=CC(=CC=C1)OC)C1(N=C(C(=N1)C1=CC(=CC=C1)OC)C1=CC(=CC=C1)OC)C1=C(C=C(C=C1)F)F